(3S,4S)-1-cyclohexyl-4-{[5-(2,4-difluoro-phenyl)-isoxazole-3-carbonyl]-amino}-piperidine-3-carboxylic acid [(S)-1-(6-methyl-pyridin-2-yl)-ethyl]-amide CC1=CC=CC(=N1)[C@H](C)NC(=O)[C@H]1CN(CC[C@@H]1NC(=O)C1=NOC(=C1)C1=C(C=C(C=C1)F)F)C1CCCCC1